2-(4-isopropylpiperidin-1-yl)-N-(piperidin-4-yl)pyrimidin-5-amine C(C)(C)C1CCN(CC1)C1=NC=C(C=N1)NC1CCNCC1